FC(C1=CC=C(C=C1)N1N=C(C=C1C(C)C)N1CCNCC1)F 1-[1-[4-(difluoromethyl)phenyl]-5-isopropyl-pyrazol-3-yl]piperazine